1,3,6,8-tetrakis(4-methoxycarbonylphenyl)pyrene COC(=O)C1=CC=C(C=C1)C1=CC(=C2C=CC3=C(C=C(C4=CC=C1C2=C34)C3=CC=C(C=C3)C(=O)OC)C3=CC=C(C=C3)C(=O)OC)C3=CC=C(C=C3)C(=O)OC